lithium bis(4-mercaptophenyl)sulfonamide tert-butyl-2-methyl-6-(2-((3-(trifluoromethyl)phenyl)amino)pyrimidin-4-yl)-1H-benzo[d]imidazole-1-carboxylate C(C)(C)(C)OC(=O)N1C(=NC2=C1C=C(C=C2)C2=NC(=NC=C2)NC2=CC(=CC=C2)C(F)(F)F)C.SC2=CC=C(C=C2)N(S(=O)=O)C2=CC=C(C=C2)S.[Li]